FCC(=O)[O-] Fluoro-acetate